C(C)(C)(C)C1=CC=C(C=C1)NC(=O)C1=CC(=CC=2NC(=NC21)COC)NC(=O)C2=C(C=CC=C2)C(F)(F)F N-(4-tert-butylphenyl)-2-(methoxymethyl)-6-({[2-(trifluoromethyl)phenyl]carbonyl}amino)-1H-benzimidazol-4-carboxamide